C1(CCCCC1)C(=O)N1CCN(CC1)C(CCC=1NC(C2=C(C=CC(=C2C1)C)F)=O)=O 3-(3-(4-(cyclohexanecarbonyl)piperazin-1-yl)-3-oxopropyl)-8-fluoro-5-methylisoquinolin-1(2H)-one